C(C)OC1=C(C=CC(=C1)C1=NC=NC(=C1)NCCC=1C2=C(SC1C)C(=CC(=C2)F)C)CC(=O)O (2-Ethoxy-4-{6-[2-(5-fluoro-2,7-dimethyl-benzo[b]thiophen-3-yl)-ethylamino]-pyrimidin-4-yl}-phenyl)-acetic acid